ClC1=C(C=C(C=C1)C1CCN(CC1)C1=CC(=C(C=C1F)NC1C(NC(CC1)=O)=O)OC)C 3-((4-(4-(4-Chloro-3-methylphenyl)piperidin-1-yl)-5-fluoro-2-methoxyphenyl)amino)piperidine-2,6-dione